7-aminonaphthalene-1,4-disulfonic acid NC1=CC=C2C(=CC=C(C2=C1)S(=O)(=O)O)S(=O)(=O)O